C(#N)C=1C=C(/C=C/[C@@H]2CN(CC[C@H]2C2=CC=C(C=C2)OC)C(=O)OC(C)(C)C)C=CC1 |r| (+/-)-trans-tert-butyl 3-[(E)-3-cyanostyryl]-4-(4-methoxyphenyl)piperidine-1-carboxylate